CC1=CC=CC=2C3=CC=CC=C3C(C12)=O methyl-9-fluorenone